1,1,1,3,3,3-hexafluoropropan-2-yl 6-(2-((5-(((benzyloxy)carbonyl)amino)pentyl)oxy)benzylidene)-2-azaspiro[3.3]heptane-2-carboxylate C(C1=CC=CC=C1)OC(=O)NCCCCCOC1=C(C=C2CC3(CN(C3)C(=O)OC(C(F)(F)F)C(F)(F)F)C2)C=CC=C1